tert-butyl (3-bromopropyl)carbamate tert-butyl-(3-bromopropyl)carbamate C(C)(C)(C)N(C(O)=O)CCCBr.BrCCCNC(OC(C)(C)C)=O